(3R,4R)-4-((7-(5-(2,2-difluoroethyl)pyridin-2-yl)-5-fluoropyrrolo[2,1-f][1,2,4]triazin-2-yl)amino)-1-(methylsulfonyl)piperidin-3-ol FC(CC=1C=CC(=NC1)C1=CC(=C2C=NC(=NN21)N[C@H]2[C@@H](CN(CC2)S(=O)(=O)C)O)F)F